C(C1=CC=CC=C1)O[C@H]1[C@@H]([C@H](C(C1)=O)CCCCCCC(=O)OCC1=CC=CC=C1)CCC(C(CCCC)(F)F)O Benzyl 7-[(1R,2R,3R)-3-benzyloxy-2-(4,4-difluoro-3-hydroxyoctyl)-5-oxo-cyclopentyl]heptanoate